COC(=O)C=1[C@@H](C2=C(NC1CF)COC2=O)C2=C(C(=CC=C2)F)[C@@H]2C(C2)(F)F.[I-].[Na+] |o1:23| Natrium Iodide methyl-(R)-4-(2-((R or S)-2,2-difluorocyclopropyl)-3-fluorophenyl)-2-(fluoromethyl)-5-oxo-1,4,5,7-tetrahydrofuro[3,4-b]pyridine-3-carboxylate